CN1N=CC(=C1)CC(=O)NCC1=CC=C(C=C1)NC(OCC1=CC=C(C=C1)Cl)=O 4-chlorobenzyl (4-((2-(1-methyl-1H-pyrazol-4-yl)acetamido)meth-yl)phenyl)carbamate